[I-].CN(C1=CC=C(C=C1)C(=O)O)C=1C=CC2=NC3=CC=C(C=C3[S+]=C2C1)N(C1=CC=CC=C1)C 3-(N-Methyl-N-(p-carboxyphenyl)amino)-7-(N-methyl-N-phenylamino)-phenothiazin-5-ium iodide